8,8-dimethyl-5-phenyl-8,13-dihydro-5H-indolo[2,3-c]acridine CC1(C=2C=CC=CC2NC=2C3=C(C=CC12)N(C1=CC=CC=C13)C1=CC=CC=C1)C